N1(C=NC=C1)C=1N=C(C2=C(N1)C=CN2)C(=O)NC=2C=NN(C2)COC 2-(1H-imidazol-1-yl)-N-(1-(methoxymethyl)-1H-pyrazol-4-yl)-5H-pyrrolo[3,2-d]pyrimidine-4-carboxamide